[Si](C1=CC=CC=C1)(C1=CC=CC=C1)(C(C)(C)C)O[C@H]1[C@H]([C@@H]([C@@H](C1)C(CO)CO)CO)C 2-((1R,2R,3S,4R)-4-((tert-butyldiphenylsilyl)oxy)-2-(hydroxymethyl)-3-methylcyclopentyl)propane-1,3-diol